1,8-Diazabicycloundec-7-ene N1(CCCCCC=NCCC1)C1CCCCCCCCCC1